C[C@@H]1[C@@H](N(C2CC1C2)C(=O)C2=NC(=CC=C2C2=NC=CC=N2)C)CNC2=NC=C(N=C2)C(F)(F)F |o1:1,2| N-{[(3R,4S) or (3S,4R)-4-methyl-2-[6-methyl-3-(pyrimidin-2-yl)pyridine-2-carbonyl]-2-azabicyclo[3.1.1]heptan-3-yl]methyl}-5-(trifluoromethyl)pyrazin-2-amine